succinimidyl-6-hydrazino-nicotinamide C1CC(=O)N(C1=O)C2=C(C=CC(=N2)NN)C(=O)N